BrC(C(=O)NC(C(=O)O)CC(=O)OC)C 2-(2-bromopropionamido)-4-methoxy-4-oxobutanoic acid